C(C)OC1=CC=C(C(=N1)F)C=1CSC2=CC(=CC=C2C1C=1C=NC(=CC1)O[C@@H]1CN(CC1)CCCF)O 3-(6-ethoxy-2-fluoro-3-pyridyl)-4-[6-[(3S)-1-(3-fluoropropyl)pyrrolidin-3-yl]oxy-3-pyridyl]-2H-thiochromen-7-ol